anthracenyl-phosphonic acid C1(=CC=CC2=CC3=CC=CC=C3C=C12)P(O)(O)=O